5-chloro-2-fluoroisonicotinonitrile ClC1=CN=C(C=C1C#N)F